C(C)(C)(C)C1=NN=C(O1)C1=C(NC=2C(N(C=C(C21)C#CC(C)(O)C2CC2)C)=O)C 3-(5-tert-butyl-1,3,4-oxadiazol-2-yl)-4-(3-cyclopropyl-3-hydroxy-but-1-ynyl)-2,6-dimethyl-1H-pyrrolo[2,3-c]pyridin-7-one